FC1=C(C(=CC=C1C1=CC(=NN1)N1CCCC1)O)N1CC(NS1(=O)=O)=O 5-(2-fluoro-6-hydroxy-3-(3-(pyrrolidin-1-yl)-1H-pyrazol-5-yl)phenyl)-1,2,5-thiadiazolidin-3-one 1,1-dioxide